(E)-N'-((4-((4-(3-(cyclopentylethynyl)phenyl)-2-(cyclopropylmethyl)-1H-pyrrol-3-yl)methyl)-2-fluorophenyl)sulfonyl)-N,N-dimethylformimidamide C1(CCCC1)C#CC=1C=C(C=CC1)C=1C(=C(NC1)CC1CC1)CC1=CC(=C(C=C1)S(=O)(=O)/N=C/N(C)C)F